C(C)(C)(C)C1=CC=C(C(=O)NC(NC2=CC=C(C=C2)F)=S)C=C1 4-(tert-butyl)-N-((4-fluorophenyl)thiocarbamoyl)benzamide